CN(C(=O)C=1C=NN2C1CNCC2)C N,N-dimethyl-4,5,6,7-tetrahydropyrazolo[1,5-a]pyrazine-3-carboxamide